C(C)(C)N1OC([C@H]2[C@H]1[C@H](C[C@](C2)(C2=C(C=CC=C2)C)C)C)(C)C |r| rac-(3ar,5r,7s,7ar)-1-isopropyl-3,3,5,7-tetramethyl-5-(o-tolyl)octahydrobenzo[c]isoxazole